BrC=1C=C2CC(C(C2=CC1)N)C(F)(F)F 5-bromo-2-(trifluoromethyl)-2,3-dihydro-1H-inden-1-amine